5-(3,4,5-trihydroxyphenyl)-1-pentene OC=1C=C(C=C(C1O)O)CCCC=C